FC1=C(C=C(C(=C1)C=1N(N=C2C1CNCC2)C2=C(C=CC=C2C)OCC(C)C)F)NC(=O)N 1-(2,5-difluoro-4-(2-(2-isobutoxy-6-methylphenyl)-4,5,6,7-tetrahydro-2H-pyrazolo[4,3-c]pyridin-3-yl)phenyl)urea